C(#N)C1(CCOCC1)C(=O)NC(C(=O)O)CCCCCCCC1=NC=2NCCCC2C=C1 2-(4-cyanotetrahydro-2H-pyran-4-carboxamido)-9-(5,6,7,8-tetrahydro-1,8-naphthyridin-2-yl)nonanoic acid